1-(4-(3-hydroxyoxetan-3-yl)benzoyl)-4-(4-(trifluoromethyl)phenyl)piperidine-4-carbonitrile OC1(COC1)C1=CC=C(C(=O)N2CCC(CC2)(C#N)C2=CC=C(C=C2)C(F)(F)F)C=C1